(R)-tert-Butyl 3-methyl-1-thioxo-3,4,8,9,10,11-hexahydro-1H-pyrido[4',3':3,4]-pyrazolo[1,5-a][1,4]diazepine-2(7H)-carboxylate C[C@@H]1CC2=NN3C(CNCCC3)=C2C(N1C(=O)OC(C)(C)C)=S